CN(C)CC1=NC(=CC(=C1)NC(=O)C1=CC=C2CCN(C2=C1)C(=O)OC(C)(C)C)C(F)(F)F tert-butyl 6-((2-((dimethylamino) methyl)-6-(trifluoromethyl) pyridin-4-yl)carbamoyl)indoline-1-carboxylate